FC1=C(C=C(C=C1)NC(=O)N1CC=2C(=NN3C2C2=C(CCC3)C=NO2)C[C@H]1C)C(F)(F)F (10R)-N-(4-Fluoro-3-(trifluoromethyl)phenyl)-10-methyl-5,6,9,10-tetrahydro-4H-isoxazolo[5,4-c]pyrido[4',3':3,4]pyrazolo[1,5-a]azepine-11(12H)-carboxamide